3-(3-((2-((2-Ethyl-4-(4-methyl-2-oxopiperazin-1-yl)phenyl)amino)-5-(trifluoromethyl)pyrimidin-4-yl)amino)propyl)-1,3-oxazinan-2-on C(C)C1=C(C=CC(=C1)N1C(CN(CC1)C)=O)NC1=NC=C(C(=N1)NCCCN1C(OCCC1)=O)C(F)(F)F